3-[(2,2-difluoroethyl)amino]-1-methyl-N-(2-[[(2S)-2-methylpyrrolidin-1-yl]methyl]-1-[[2-(trimethylsilyl)ethoxy]methyl]pyrrolo[3,2-c]pyridin-6-yl)indazole-6-carboxamide FC(CNC1=NN(C2=CC(=CC=C12)C(=O)NC1=CC2=C(C=N1)C=C(N2COCC[Si](C)(C)C)CN2[C@H](CCC2)C)C)F